OC1=C(C=C(C=C1C(C)(C)C)C(C)CC)N1N=C2C(=N1)C=CC=C2 2-(2-hydroxy-3-tert-butyl-5-sec-butylphenyl)-benzotriazole